BrCC([C@H](C[C@H]1C(NCCC1)=O)NC(OC(C)(C)C)=O)=O tert-butyl ((S)-4-bromo-3-oxo 1-((S)-2-oxopiperidin-3-yl)butan-2-yl)carbamate